4-chlorobenzyl (4-(2-(((1r,4r)-4-methoxycyclohexyl)amino)-2-oxoethyl)phenyl)carbamate COC1CCC(CC1)NC(CC1=CC=C(C=C1)NC(OCC1=CC=C(C=C1)Cl)=O)=O